3-ethyl-4-((5-(4-iodophenyl)-1H-pyrazol-3-yl)amino)phenol C(C)C=1C=C(C=CC1NC1=NNC(=C1)C1=CC=C(C=C1)I)O